CS(=O)(=O)[O-].C(CCCCCCC)[N+]1(CCCC1)C 1-octyl-1-methylpyrrolidinium methanesulfonate